2-((7-(5-(Di-p-tolylamino)thiophen-2-yl)benzo[c][1,2,5]thiadiazol-4-yl)methylene)malononitrile C1(=CC=C(C=C1)N(C1=CC=C(S1)C1=CC=C(C=2C1=NSN2)C=C(C#N)C#N)C2=CC=C(C=C2)C)C